4-((2s,5r)-4-(1-(4-(2-cyanoprop-2-yl)phenyl)propyl)-2,5-diethylpiperazin-1-yl)-1-methyl-2-oxo-1,2-dihydropyrido[3,2-d]pyrimidine-6-carbonitrile C(#N)C(C)(C)C1=CC=C(C=C1)C(CC)N1C[C@@H](N(C[C@H]1CC)C=1C2=C(N(C(N1)=O)C)C=CC(=N2)C#N)CC